N1=CC(=CC=C1)N1C2=C(C=3N=C4N(C=NC=C4)C31)C=NC=C2 5-(pyridin-3-yl)-5H-pyrido[3'',4'':4',5']pyrrolo[3',2':4,5]imidazo[1,2-c]pyrimidine